(1R,4R)-4-((4-iodo-6-morpholinylpyridin-2-yl)amino)-1-methylcyclohexan-1-ol IC1=CC(=NC(=C1)N1CCOCC1)NC1CCC(CC1)(O)C